4-((2-ethoxy-2-oxoethyl)sulfinyl)-3-nitrobenzoic acid C(C)OC(CS(=O)C1=C(C=C(C(=O)O)C=C1)[N+](=O)[O-])=O